Cl.ClC1=C(C=C(C=N1)OC1CC(C1)NCC1=C2C=CN=CC2=CC=C1F)C(F)(F)F (1r,3r)-3-((6-chloro-5-(trifluoromethyl)pyridin-3-yl)oxy)-N-((6-fluoroisoquinolin-5-yl)methyl)cyclobutan-1-amine hydrochloride